C(N)(=O)[C@H](CC1=CC=CC=C1)NC(=O)C=1C=2C[C@@H]3[C@H](C2N(N1)C1=C(C=C(C=C1)F)F)C3 (1aR,5aR)-2-(2,4-Difluoro-phenyl)-1a,2,5,5a-tetrahydro-1H-2,3-diaza-cyclopropa[a]pentalene-4-carboxylic acid ((S)-1-carbamoyl-2-phenyl-ethyl)-amide